butanoic acid cyclohexyl ester C1(CCCCC1)OC(CCC)=O